ClN hypochlorous acid amide